methyl (6-(((6-(((1-methylpiperidin-4-yl)methyl)amino)pyridin-3-yl)methyl)amino)isoquinolin-1-yl)carbamate CN1CCC(CC1)CNC1=CC=C(C=N1)CNC=1C=C2C=CN=C(C2=CC1)NC(OC)=O